N-(5-Fluoropyrimidin-2-yl)-4-hydroxy-1,5,5-trimethyl-2-oxo-6,7-dihydrocyclopenta[b]pyridine-3-carboxamide FC=1C=NC(=NC1)NC(=O)C1=C(C2=C(N(C1=O)C)CCC2(C)C)O